The molecule is the tetra-anion obtained by removing protons from the phosphate and carboxylic acid groups of coenzyme gamma-F420-2. It has a role as a coenzyme. It is a tricarboxylic acid anion, a dialkyl phosphate anion, a ribitol phosphate and a member of pyrimidoquinolines. It derives from a 7,8-didemethyl-8-hydroxy-5-deazariboflavin. It is a conjugate base of a coenzyme gamma-F420-2. C[C@@H](C(=O)N[C@@H](CCC(=O)N[C@@H](CCC(=O)[O-])C(=O)[O-])C(=O)[O-])OP(=O)([O-])OC[C@H]([C@H]([C@H](CN1C2=CC(=O)C=CC2=CC3=C1NC(=O)NC3=O)O)O)O